C(C(C)C)OC(COC1=CC=C2C(=CC(OC2=C1)=O)C1=CC=CC=C1)=O.C(CCC)OC(COC1=CC=C2C(=CC(OC2=C1)=O)C1=CC=CC=C1)=O.O=C1OC2=CC(=CC=C2C(=C1)C1=CC=CC=C1)OCC(=O)N 2-(2-oxo-4-phenyl-chromen-7-yl)oxyacetamide butyl-2-(2-oxo-4-phenyl-chromen-7-yl)oxyacetate isobutyl-2-(2-oxo-4-phenyl-chromen-7-yl)oxyacetate